2-((4,4-difluoropiperidin-1-yl)methyl)-3-methyl-5-(2-methyl-4-(6-(trifluoro-methyl)quinazolin-2-yl)phenyl)-6,7-dihydropyrazolo[1,5-a]pyrazin-4(5H)-one FC1(CCN(CC1)CC1=NN2C(C(N(CC2)C2=C(C=C(C=C2)C2=NC3=CC=C(C=C3C=N2)C(F)(F)F)C)=O)=C1C)F